methyl (S)-3-(5-(tert-butyl)-2-fluorophenyl)-4-(6-((5,6,7,8-tetrahydro-1,8-naphthyridin-2-yl)methyl)-2,6-diazaspiro[3.4]octan-2-yl)butanoate C(C)(C)(C)C=1C=CC(=C(C1)[C@H](CC(=O)OC)CN1CC2(C1)CN(CC2)CC2=NC=1NCCCC1C=C2)F